4'-(pyridine-2,5-diyl) dibenzoate C(C1=CC=CC=C1)(=O)OC1=NC=C(C=C1)OC(C1=CC=CC=C1)=O